C(C)C1=NC(=NO1)C=1C=C2CC[C@H](C2=CC1)NC(=O)C=1C(=NN(C1)CCO)C (R)-N-(5-(5-ethyl-1,2,4-oxadiazol-3-yl)-2,3-dihydro-1H-inden-1-yl)-1-(2-hydroxyethyl)-3-methyl-1H-pyrazole-4-carboxamide